[Na+].C(CCC(=O)[O-])(=O)OCCCCCC(C)C monoisooctyl succinate sodium